3,4-dihydro-2H-1,4-benzoxazin O1CCNC2=C1C=CC=C2